FC=1C=C(N)C=CC1C1=CN=C2N1C=CC(=C2)OC 3-fluoro-4-(7-methoxyimidazo[1,2-a]pyridin-3-yl)aniline